O1CCN(CC1)C1=NC=C(C2=C1CNC2=O)NC2=NC=C(C=C2)N2CCNCC2 4-morpholino-7-[(5-piperazin-1-yl-2-pyridyl)amino]-2,3-dihydropyrrolo[3,4-c]pyridin-1-one